(S)-METHYL 2-(N,N-BIS(4-METHOXYBENZYL)SULFAMOYL)HEX-5-ENOATE COC1=CC=C(CN(S(=O)(=O)[C@H](C(=O)OC)CCC=C)CC2=CC=C(C=C2)OC)C=C1